(1S,2R,5R)-5-(4-amino-1H-imidazo[4,5-c]pyridin-1-yl)-3-(hydroxymethyl)-3-cyclopentene-1,2-diol NC1=NC=CC2=C1N=CN2[C@@H]2C=C([C@H]([C@H]2O)O)CO